2-(4-fluorophenyl)-propanamide FC1=CC=C(C=C1)C(C(=O)N)C